n-propyl 3,5-diaminobenzoate NC=1C=C(C(=O)OCCC)C=C(C1)N